BrC1=C(N)C(=CC(=C1)C)Br 2,6-dibromo-4-methylaniline